C(C)(C)(C)OC(=O)NC=1C=[NH+]C=C(C1)C=O 3-((tert-butoxycarbonyl)amino)-5-formylpyridinium